CS(=O)(=O)O[C@@H](C#C)C (R)-1-methyl-2-propynyl methanesulfonate